ClC=1C(=C(C=CC1)NC=1C2=C(N=CN1)C=CC(=N2)N2CC1N(C(C2)C1)C(C=C)=O)F 1-(3-(4-((3-chloro-2-fluorophenyl)amino)pyrido[3,2-d]pyrimidin-6-yl)-3,6-diazabicyclo[3.1.1]heptan-6-yl)prop-2-en-1-one